O=C1NC(CCC1N1C(C2=CC=CC(=C2C1)CCCCN1CCN(CC1)C1=NN=C(S1)C=1C(=CC(=NC1)C1=CC=C2N1N=CC(=C2)C#N)NC(C)C)=O)=O 7-(5-(5-(4-(4-(2-(2,6-dioxopiperidin-3-yl)-1-oxoisoindolin-4-yl)butyl)piperazin-1-yl)-1,3,4-thiadiazol-2-yl)-4-(isopropylamino)pyridin-2-yl)pyrrolo[1,2-b]pyridazine-3-carbonitrile